N-maleimidobutyroyloxysuccinimide C1(C=CC(N1CCCC(=O)ON1C(CCC1=O)=O)=O)=O